2-[4-[(Z)-3-(4-Nitrophenyl)-3-oxoprop-1-enyl]phenoxy]acetic acid [N+](=O)([O-])C1=CC=C(C=C1)C(\C=C/C1=CC=C(OCC(=O)O)C=C1)=O